FC1=CC=C(CN2C(C(CC2)N(C(=O)C2N=C(SC2(C)C)C#C[Si](C(C)C)(C(C)C)C(C)C)C2=CC(=CC(=C2)OC(F)(F)F)OC)=O)C=C1 N-(1-(4-Fluorobenzyl)-2-oxopyrrolidin-3-yl)-N-(3-methoxy-5-(trifluoromethoxy)phenyl)-5,5-dimethyl-2-((triisopropylsilyl)ethynyl)-4,5-dihydrothiazole-4-carboxamide